N=1C=NC(C=2C1N=CC2)=O pyrrolo[2,3-d]pyrimidin-4-one